NC1=CC=C(C=C1)[C@H]1CCC(N1C)=O (R)-5-(4-aminophenyl)-1-methylpyrrolidin-2-one